(S)-7-((S)-3,3-dimethyl-2-(2,2,2-trifluoroacetamido)butanoyl)-2,2-difluoro-7-azaspiro[3.5]nonane-6-carboxylic acid CC([C@@H](C(=O)N1[C@@H](CC2(CC(C2)(F)F)CC1)C(=O)O)NC(C(F)(F)F)=O)(C)C